3-(2-(4-bromophenyl)hydrazono)butan-2-one oxime BrC1=CC=C(C=C1)NN=C(C(C)=NO)C